C(C=C)(=O)N1C[C@@H](N(CC1)C=1C2=C(N(C(N1)=O)C1=C(C=CC=C1C)C(C)C)N=C(C(=C2)F)C2=C(C=C(C=C2)NC(=O)NCCOC)F)C (S)-1-(4-(4-(4-propenoyl-2-methylpiperazin-1-yl)-6-fluoro-1-(2-isopropyl-6-methylphenyl)-2-oxo-1,2-dihydropyrido[2,3-d]pyrimidin-7-yl)-3-fluorophenyl)-3-(2-methoxyethyl)urea